1-{5-[(R)-(1,3-dimethyl-azetidin-3-yl)-hydroxy-(4-isopropyl-phenyl)-methyl]-pyridin-3-yl}-4-isopropyl-pyrrolidin-2-one CN1CC(C1)(C)[C@@](C=1C=C(C=NC1)N1C(CC(C1)C(C)C)=O)(C1=CC=C(C=C1)C(C)C)O